FC1=CC=C2C(=CNC2=C1)CCN1CC(C1)(COC)O 2-(6-fluoro-1H-indol-3-yl)-1-(3-hydroxy-3-(methoxymethyl)azetidin-1-yl)ethan